NC1=C(C=C(N=N1)C1=C(C=CC=C1)O)N1CC2CCC(C1)N2C2=CC(=NC=C2)C#CCN2C1COC(CC2)C1 2-[6-amino-5-[8-[2-[3-(6-oxa-2-azabicyclo[3.2.1]octan-2-yl)prop-1-ynyl]-4-pyridyl]-3,8-diazabicyclo[3.2.1]octan-3-yl]pyridazin-3-yl]phenol